[V+2].FC1=C(N)C=C(C(=C1)C)C1=CC=2N(C(=C1)N1CCOCC1)N=C(N2)C 2-fluoro-4-methyl-5-[2-methyl-5-(morpholin-4-yl)-[1,2,4]triazolo[1,5-a]pyridin-7-yl]aniline vanadium(2+)